(S)-3-(1-((2-amino-5-chloropyridin-3-yl)oxy)ethyl)-N-(3-cyanophenyl)benzamide NC1=NC=C(C=C1O[C@@H](C)C=1C=C(C(=O)NC2=CC(=CC=C2)C#N)C=CC1)Cl